(1-tert-butoxycarbonyl-4-piperidyl) 4-[4-[(2,6-dioxo-3-piperidyl)amino]phenyl]piperidine-1-carboxylate O=C1NC(CCC1NC1=CC=C(C=C1)C1CCN(CC1)C(=O)OC1CCN(CC1)C(=O)OC(C)(C)C)=O